1,3,5-tris(dimethylaminopropyl)hexa-aminotriazine CN(C)CCCN1N(N(C(C(C1(N)N)(CCCN(C)C)N)(N)N)CCCN(C)C)N